6-bromo-N,N-dimethylpyridin-2-amine CN(C)C1=NC(=CC=C1)Br